ClC1=C(C=C(C=C1)C=1NC(C=2N(C1)N=C(C2C2CC2)C(=O)OCC)=O)OC(F)(F)F ethyl 6-[4-chloro-3-(trifluoromethoxy)phenyl]-3-cyclopropyl-4-oxo-4,5-dihydropyrazolo[1,5-a]pyrazine-2-carboxylate